6-chloro-4-((hydroxyimino)methyl)nicotinic acid methyl ester COC(C1=CN=C(C=C1C=NO)Cl)=O